tert-butyl 3-fluoro-3-methyl-4-((triethylsilyl)oxy)-3,6-dihydropyridine-1(2H)-carboxylate FC1(CN(CC=C1O[Si](CC)(CC)CC)C(=O)OC(C)(C)C)C